4-[[4-(2,3-dimethylphenyl)-1-piperazinyl]carbonyl]-2-(2-methylpropyl)-1(2H)-phthalazinone CC1=C(C=CC=C1C)N1CCN(CC1)C(=O)C1=NN(C(C2=CC=CC=C12)=O)CC(C)C